CN1C(=NC2=C1C=CC=C2)CNCCCCCCCC N-[(1-methyl-1H-benzimidazol-2-yl)-methyl]N-octylamine